Pentylenoxid C1CCCCO1